ClC1=C(C=C(C=C1)C=1C=NN(C1)C)COC1=NN2C(NC(=CC2=O)CCC)=N1 2-[[2-chloro-5-(1-methylpyrazol-4-yl)phenyl]methoxy]-5-propyl-4H-[1,2,4]triazolo[1,5-a]pyrimidin-7-one